ethyl 4-(8-chloro-4-(difluoromethyl)-5,6-dihydro-11H-benzo[5,6]cyclohepta[1,2-b]pyridin-11-ylidene)piperidine-1-carboxylate ClC=1C=CC2=C(CCC=3C(=NC=CC3C(F)F)C2=C2CCN(CC2)C(=O)OCC)C1